NC1=C(N=C2N1C=CC=C2C2=CC(=CC=C2)CC#N)C(=O)NCCC 3-Amino-8-(3-(cyanomethyl)phenyl)-N-propylimidazo[1,2-a]pyridine-2-carboxamide